(S)-4-(3,5-dimethylpyridin-2-yl)-1-[4-((R)-4-isopropyl-2,5-dioxoimidazolidin-4-yl)benzoyl]piperazine-2-carbonitrile CC=1C(=NC=C(C1)C)N1C[C@H](N(CC1)C(C1=CC=C(C=C1)[C@]1(NC(NC1=O)=O)C(C)C)=O)C#N